P-aminoazobenzene C1=CC=C(C=C1)N=NC2=CC=C(C=C2)N